[C@@H]12CC(C[C@@H](CC1)C2)C2=C1C=CC(=C(C1=CC(=C2)CCC21CCCC1CCC2)C)C2=CCC1=CC=C(C(=C21)C(=C)C)C 5-((1R,5S)-bicyclo[3.2.1]octan-3-yl)-7-(2-(hexahydropentalen-3a(1H)-yl)ethyl)-1-methyl-2-(5-methyl-4-(prop-1-en-2-yl)-1H-inden-3-yl)naphthalene